1,3-buta-di-ene C=CC=C